ClC=1C=C2C3=C(NC2=CC1)[C@@H](N(CC3)C3=NC(=CC(=N3)C)C(F)(F)F)C[C@H]3COCCC3 (1S)-6-chloro-2-[4-methyl-6-(trifluoromethyl)pyrimidin-2-yl]-1-{[(3S)-oxan-3-yl]methyl}-2,3,4,9-tetrahydro-1H-pyrido[3,4-b]indole